({[(2R,3S,4R,5R)-5-[2-chloro-6-(3-methoxypiperidin-1-yl)-9H-purin-9-yl]-3,4-dihydroxyoxolanyl-2-yl]methoxy}methyl)phosphonic acid ClC1=NC(=C2N=CN(C2=N1)[C@H]1[C@@H]([C@@H](C(O1)=COCP(O)(O)=O)O)O)N1CC(CCC1)OC